C(C)OC(=O)C1=CC(=NN1COCC[Si](C)(C)C)C(CC(=O)OC(C)(C)C)C1=CC(=C(C=C1)OC)F 3-(3-(tert-butoxy)-1-(3-fluoro-4-methoxyphenyl)-3-oxopropyl)-1-((2-(trimethylsilyl)ethoxy)methyl)-1H-pyrazole-5-carboxylic acid ethyl ester